C1(=CC=CC=C1)NC1=CC=CC=C1 N,N-Diphenylamine